2,6-dibromo-4-(propan-1-yl)pyridine methyl-6-methyl-4-(4,4,5,5-tetramethyl-1,3,2-dioxaborolan-2-yl)nicotinate COC(C1=CN=C(C=C1B1OC(C(O1)(C)C)(C)C)C)=O.BrC1=NC(=CC(=C1)CCC)Br